F\C=C(/OC=1C(=C(N(N1)C)N1N=CC(=C1)C=1C=CC=C(C(=O)N)C1)C(F)(F)F)\C(F)(F)F 5-[1-[5-[(Z)-2-fluoro-1-(trifluoromethyl)ethenyloxy]-2-methyl-4-(trifluoromethyl)pyrazol-3-yl]pyrazol-4-yl]benzamide